N-[5-ethylsulfonyl-6-[1-oxo-6-(trifluoromethyl)-3H-pyrrolo[3,4-C]pyridin-2-yl]-2-pyridinyl]-N-methyl-carbamic acid phenyl ester C1(=CC=CC=C1)OC(N(C)C1=NC(=C(C=C1)S(=O)(=O)CC)N1CC=2C=NC(=CC2C1=O)C(F)(F)F)=O